ClC1=CC=C(C(=O)N2CCC=3C2=CN=CC3C3=CC=C(C#N)C=C3)C=C1 4-[1-(4-chlorobenzoyl)-2,3-dihydro-1H-pyrrolo[2,3-c]pyridin-4-yl]benzonitrile